4-(allyloxy)-1-butanol C(C=C)OCCCCO